C(C)(C)(C)[P@@]1COC2=C1C(=CC=C2)C2=C(C=CC=C2OC)OC (S)-3-(tert-butyl)-4-(2,6-dimethoxyphenyl)-2,3-dihydrobenzo[d][1,3]oxaphosphole